ClC=1C=C(C=C2C=C(NC12)C(=O)N[C@H](C(=O)N[C@@H](C[C@H]1C(NC(C1)(C)C)=O)C#N)CC(C)(C)C)OC 7-chloro-N-((S)-1-(((S)-1-cyano-2-((R)-5,5-dimethyl-2-oxopyrrolidin-3-yl)ethyl)amino)-4,4-dimethyl-1-oxopentan-2-yl)-5-methoxy-1H-indole-2-carboxamide